O1C(C=CC2=C1C1=C(C=C2)OC=C1)=O furo-benzopyrone